CC1(OC2=CC=C(C=C2C(=C1)C1=CC=C(C=C1)C)C(C=C)=O)C 1-(2,2-dimethyl-4-(p-tolyl)-2H-chromen-6-yl)prop-2-en-1-one